2-(3-aminophenyl)imidazoline hydrochloride Cl.NC=1C=C(C=CC1)C=1NCCN1